ClCC1=CC(=CC=2SC=CC21)C 4-(chloromethyl)-6-methylbenzo[b]thiophene